11-ethyl-2-oxo-2,11-dihydropyrano[2,3-b]phenothiazine-3-carboxylic acid ethyl ester C(C)OC(=O)C1=CC=2C(=CC=3N(C4=CC=CC=C4SC3C2)CC)OC1=O